1-(4-((tert-butyldiphenylsilyl)oxy)tetrahydrofuran-3-yl)-4-iodopiperidine [Si](C1=CC=CC=C1)(C1=CC=CC=C1)(C(C)(C)C)OC1C(COC1)N1CCC(CC1)I